2-oxo-1,2-dihydropyridin-3-ylboronic acid O=C1NC=CC=C1B(O)O